O[C@@H]1[C@@H](COC1)NC(=O)C=1C(N(N=C(C1)C1=CC=C(C=C1)OC(F)(F)F)C=1C=NN(C1)C)=O N-[(cis)-4-hydroxytetrahydrofuran-3-yl]-2-(1-methyl-1H-pyrazol-4-yl)-3-oxo-6-[4-(trifluoromethoxy)phenyl]-2,3-dihydropyridazin-4-carboxamide